[Cl-].[Cl-].C[SiH](C)[Hf+2](C1(C=CC=C1)CCC)C1(C=CC=C1)CCC dimethylsilylbis(n-propylcyclopentadienyl)hafnium dichloride